(2R,5S)-tert-Butyl 4-(2-(4-(6-methoxy-1-methyl-1H-indole-2-carbonyl)piperazin-1-yl)-2-oxoethyl)-2-methyl-5-(((R)-3-methylmorpholino)methyl)piperazine-1-carboxylate COC1=CC=C2C=C(N(C2=C1)C)C(=O)N1CCN(CC1)C(CN1C[C@H](N(C[C@@H]1CN1[C@@H](COCC1)C)C(=O)OC(C)(C)C)C)=O